(2S)-5,5-dimethyl-2-{[(pyridin-4-yl)methyl]amino}hexanoic acid CC(CC[C@@H](C(=O)O)NCC1=CC=NC=C1)(C)C